F[C@H](CF)C1=CC=CC(=N1)NC1=CC(=NC=C1OCCOC)NC(C)=O (S)-N-(4-((6-(1,2-difluoroethyl)pyridin-2-yl)amino)-5-(2-methoxyethoxy)pyridin-2-yl)acetamide